7-((trans)-4-(3-amino-1H-1,2,4-triazol-1-yl)cyclohexyl)-5-(4-phenoxyphenyl)-7H-pyrrolo[2,3-d]pyrimidin-4-amine NC1=NN(C=N1)[C@@H]1CC[C@H](CC1)N1C=C(C2=C1N=CN=C2N)C2=CC=C(C=C2)OC2=CC=CC=C2